2-oxocyclohexanecarboxylic acid methyl ester COC(=O)C1C(CCCC1)=O